C1(=CC=CC=C1)N1N=CC(=C1)C1=CC=C(O1)C(=O)N([C@H]1CNCC1)CCC 5-(1-phenyl-1H-pyrazol-4-yl)-N-propyl-N-[(3R)-pyrrolidin-3-yl]furan-2-carboxamide